lithium trifluorooxalate borate B([O-])(O)O.C(C(=O)O)(=O)F.C(C(=O)O)(=O)F.C(C(=O)O)(=O)F.[Li+]